N-(prop-2-en-1-yl)-pent-4-enamide C(C=C)NC(CCC=C)=O